Methyl-((2S,E)-7-(dimethylamino)-1-((1-((7-(1-fluoro-2,2-dimethylpropyl)-1H-benzo[d]imidazol-2-yl)methyl)-2-oxo-1,2-dihydropyridin-3-yl)amino)-1,7-dioxohept-5-en-2-yl)carbamat COC(N[C@H](C(=O)NC=1C(N(C=CC1)CC1=NC2=C(N1)C(=CC=C2)C(C(C)(C)C)F)=O)CC\C=C\C(=O)N(C)C)=O